C(CCCCCCCCC)[SiH](C1=CC=C(C=C1)OC)C decyl-methyl-(4-methoxyphenyl)silane